F[C@@H]1C(NC(C[C@@H]1N)(C)C)(C)C |r| (+-)-cis-3-fluoro-2,2,6,6-tetramethylpiperidin-4-amine